tellurium disulphide [Te](=S)=S